C(=O)(O)CN(C)CC(=O)O [(carboxymethyl)-N-methylamino]acetic acid